ClC1=CC=C(C=N1)NC1=NC=CC2=CC(=CC=C12)OC1CCNCC1 N-(6-chloropyridin-3-yl)-6-(piperidin-4-yloxy)isoquinolin-1-amine